(E)-3-((3,3-dibutyl-7-(methylsulfanyl)-1,1-dioxido-5-(4-pivaloylaminophenyl)-2,3,4,5-tetrahydro-1,5-benzothiazepin-8-yl)oxy)acrylic acid C(CCC)C1(CS(C2=C(N(C1)C1=CC=C(C=C1)NC(C(C)(C)C)=O)C=C(C(=C2)O/C=C/C(=O)O)SC)(=O)=O)CCCC